5-(2,5-Difluorophenyl)-N-[(6S)-4-methyl-5-oxo-7,8-dihydro-6H-pyrazolo[1,5-a][1,3]diazepin-6-yl]-[1,2,4]triazolo[1,5-a]pyridin-2-carboxamid FC1=C(C=C(C=C1)F)C1=CC=CC=2N1N=C(N2)C(=O)N[C@@H]2C(N(C=1N(CC2)N=CC1)C)=O